COC(C1=CC(=C2CCCN(C2=N1)C(=O)OC1=CC=CC=C1)C)OC Phenyl 7-(dimethoxymethyl)-5-methyl-3,4-dihydro-1,8-naphthyridine-1(2H)-carboxylate